glycerin dioleate C(CCCCCCC\C=C/CCCCCCCC)(=O)O.C(CCCCCCC\C=C/CCCCCCCC)(=O)O.OCC(O)CO